carbonyl-dicarboxylic acid monomethyl ester COC(=O)C(=O)C(=O)O